5-bromo-6-isopropyl-4H-thieno[3,2-b]pyrrole-2-carboxylic acid BrC1=C(C2=C(N1)C=C(S2)C(=O)O)C(C)C